COC1=CC=C(C=C1)C1=C(C=CC=C1)CC 2-(4-methoxyphenyl)phenylethane